1-(2-aminophenyl)indole NC1=C(C=CC=C1)N1C=CC2=CC=CC=C12